1-(4-methylbenzenesulfonyl)-N-[(1r,3s)-3-{[2-(trifluoromethyl)quinolin-4-yl]amino}cyclohexyl]-1H-pyrrole-3-carboxamide CC1=CC=C(C=C1)S(=O)(=O)N1C=C(C=C1)C(=O)N[C@H]1C[C@H](CCC1)NC1=CC(=NC2=CC=CC=C12)C(F)(F)F